6-(Cyclopropanecarboxamido)-4-((5-(2-hydroxyethyl)-1-methyl-4-oxo-4,5-dihydro-1H-pyrrolo[3,2-c]pyridin-3-yl)amino)-N-(methyl-d3)nicotinamide C1(CC1)C(=O)NC1=NC=C(C(=O)NC([2H])([2H])[2H])C(=C1)NC1=CN(C2=C1C(N(C=C2)CCO)=O)C